(P)-1-(6-((1R,9R)-5-fluoro-6-(3-hydroxy-1-naphthalenyl)-10,10-dimethyl-3-azatricyclo[7.1.1.02,7]undeca-2,4,6-trien-4-yl)-2,6-diazaspiro[3.4]octan-2-yl)-2-propen-1-one FC1=C(N=C2[C@H]3C([C@@H](CC2=C1C1=CC(=CC2=CC=CC=C12)O)C3)(C)C)N3CC1(CN(C1)C(C=C)=O)CC3